1-bromo-2-(difluoromethyl)-5-fluoro-4-nitrobenzene BrC1=C(C=C(C(=C1)F)[N+](=O)[O-])C(F)F